N1N=C(C=C1)CN1N=CC=C1 2-(1H-pyrazol-3-ylmethyl)pyrazole